CC1=CC=C(C=C1)C=CS(=O)(=O)C1=CC=CC=C1 1-methyl-4-(2-(phenylsulfonyl)vinyl)benzene